[CH-]=CCCCCCC octenide